8-(methanesulfonyl)-1-methyl-2-oxo-4-{4-[4-(trifluoromethoxy)phenoxy]piperidin-1-yl}-1,2-dihydroquinoline-3-carbonitrile CS(=O)(=O)C=1C=CC=C2C(=C(C(N(C12)C)=O)C#N)N1CCC(CC1)OC1=CC=C(C=C1)OC(F)(F)F